4',6'-dihydroxy-3,4,2'-trimethoxychalcone OC1=CC(=C(C(/C=C/C2=CC(=C(C=C2)OC)OC)=O)C(=C1)O)OC